Natrium (S)-3-(3-(1,5-Dimethyl-4-oxido-2-oxo-1,2-dihydropyridin-3-yl)ureido)-3-(2'-methoxybiphenyl-3-yl)propanoat CN1C(C(=C(C(=C1)C)[O-])NC(N[C@@H](CC(=O)[O-])C=1C=C(C=CC1)C1=C(C=CC=C1)OC)=O)=O.[Na+].[Na+]